C(C)(C)(C)NC(=O)NC=1C(=CC2=C(O[C@@H](C(N2CC2=CC(=CC=C2)OC(F)F)=O)C)C1)F (R)-1-(tert-butyl)-3-(4-(3-(difluoromethoxy)benzyl)-6-fluoro-2-methyl-3-oxo-3,4-dihydro-2H-benzo[b][1,4]oxazin-7-yl)urea